(S)-7-amino-2,2-dimethyl-4,8-dioxo-3,12,15-trioxa-9-azaoctadecane-18-oic acid N[C@@H](CCC(OC(C)(C)C)=O)C(NCCOCCOCCC(=O)O)=O